CN(C1=CC=C(C=C1)CC(=O)N1CCC(CC1)NC1=C(C=CC=C1)[N+](=O)[O-])C 2-(4-(dimethylamino)phenyl)-1-(4-((2-nitrophenyl)amino)piperidin-1-yl)ethan-1-one